C1=2C=C(C=CC2CC1)[C@H]1[C@H](CC2=C(NC(N(C2=O)C2CCOCC2)=O)N1)F (6S,7S)-7-(bicyclo[4.2.0]octan-1(6),2,4-trien-3-yl)-6-fluoro-3-(tetrahydro-2H-pyran-4-yl)-5,6,7,8-tetrahydropyrido[2,3-d]pyrimidine-2,4(1H,3H)-dione